Cl.CSC1=C(C=CC=C1)NN (2-(methylthio)phenyl)hydrazine hydrogen chloride